zirconium-yttrium oxygen Ethyl 7-hydroxy-2-(pyridin-3-yl)pyrazolo[1,5-a]pyrimidine-6-carboxylate OC1=C(C=NC=2N1N=C(C2)C=2C=NC=CC2)C(=O)OCC.[O].[Y].[Zr]